(2R)-3-[[4-[2-hydroxy-4-(trifluoromethoxy)phenyl]phthalazin-1-yl]amino]propane-1,2-diol OC1=C(C=CC(=C1)OC(F)(F)F)C1=NN=C(C2=CC=CC=C12)NC[C@H](CO)O